4-(2-(tert-butoxycarbonyl)-1-methylhydrazine-1-carbonyl)-1-(1-cyanocyclopropyl)-6-oxo-1,6-dihydropyridine-3-carboxylic acid methyl ester COC(=O)C1=CN(C(C=C1C(=O)N(NC(=O)OC(C)(C)C)C)=O)C1(CC1)C#N